perfluorophenyl (16R,19R)-1-azido-16,19-bis(4-(3-(2-(2-azidoethoxy)ethoxy)propanamido)butyl)-9,14,17,20-tetraoxo-3,6,24,27,30,33-hexaoxa-10,15,18,21-tetraazahexatriacontan-36-oate N(=[N+]=[N-])CCOCCOCCC(NCCCC(N[C@@H](C(N[C@@H](C(NCCOCCOCCOCCOCCC(=O)OC1=C(C(=C(C(=C1F)F)F)F)F)=O)CCCCNC(CCOCCOCCN=[N+]=[N-])=O)=O)CCCCNC(CCOCCOCCN=[N+]=[N-])=O)=O)=O